CC(CC1=CC=C(C=C1)CC(F)(F)F)(C)NC([C@H](C)NC(OC(C)(C)C)=O)=O tert-butyl (S)-(1-((2-methyl-1-(4-(2,2,2-trifluoroethyl)phenyl)propan-2-yl)amino)-1-oxopropan-2-yl)carbamate